FC=1C=CC(=NC1)N(C(OC1=C(C=C(C=C1C(F)(F)F)C(F)(F)F)N1C(NCC1)=O)=O)C 2-(2-oxoimidazolidin-1-yl)-4,6-bis(trifluoromethyl)phenyl (5-fluoropyridin-2-yl)(methyl)carbamate